(R)-7-((6-((dimethylamino)-methyl)-5-(tetrahydrofuran-3-yl)pyridin-2-yl)amino)-4-(1-methyl-1H-pyrrolo[2,3-b]pyridin-4-yl)-2,3-dihydro-1H-pyrrolo[3,4-c]pyridin-1-one CN(C)CC1=C(C=CC(=N1)NC=1C2=C(C(=NC1)C1=C3C(=NC=C1)N(C=C3)C)CNC2=O)[C@@H]2COCC2